3-[4-[7-(4-ethyl-1,2,4-triazol-3-yl)imidazo[1,5-a]pyridin-5-yl]oxyphenoxy]propan-1-ol C(C)N1C(=NN=C1)C1=CC=2N(C(=C1)OC1=CC=C(OCCCO)C=C1)C=NC2